(2,3-DIMETHOXY-5-METHYLPHENYL)BORONIC ACID COC1=C(C=C(C=C1OC)C)B(O)O